N-methyl-N-(thiazol-5-yl)-6-(4-(trifluoromethyl)phenyl)pyrazine-2-carboxamide CN(C(=O)C1=NC(=CN=C1)C1=CC=C(C=C1)C(F)(F)F)C1=CN=CS1